FC1=C(C=CC(=C1)C1=C2C(=NNC2=CC=C1)N)C=1CCCCC1 4-(2-fluoro-2',3',4',5'-tetrahydro-[1,1'-biphenyl]-4-yl)-1H-indazol-3-amine